BrC=1C=C(C(=NC1)OC1=C(C(=C(C=C1)F)F)OC)C(=O)OC methyl 5-bromo-2-(3,4-difluoro-2-methoxy-phenoxy)pyridine-3-carboxylate